ClC=1C=C2C(=NC=NC2=CC1C1=C(C=CC=C1)OC)N1CCN(CC1)C(C=C)=O 1-(4-(6-chloro-7-(2-methoxyphenyl)quinazolin-4-yl)piperazin-1-yl)prop-2-en-1-one